(Z)-4-oxopent-2-en-2-ol iron [Fe].O=C(\C=C(\C)/O)C